4-(toluenesulfonyloxy)piperidine C(C1=CC=CC=C1)S(=O)(=O)OC1CCNCC1